5-chloro-N-[(1R)-1,2-dimethylpropyl]-6-(2,4,6-trifluorophenyl)[1,2,4]triazolo[1,5-a]pyrimidin-7-amine ClC1=NC=2N(C(=C1C1=C(C=C(C=C1F)F)F)N[C@@H](C(C)C)C)N=CN2